6-methoxy-5-(((2-((methoxycarbonyl)(methyl)amino)ethyl)(methyl)amino)methyl)pyridin COC1=C(C=CC=N1)CN(C)CCN(C)C(=O)OC